CC(CCCC=1C=C(C(=C(C1)O)C(C)CCCCCCCCC)O)C 5-(4-Methylpentyl)-2-undecan-2-ylbenzene-1,3-diol